CC1=NOC(=C1CN1C(=CC=C1)C(=O)OC)C methyl 1-((3,5-dimethylisoxazol-4-yl) methyl)-1H-pyrrole-2-carboxylate